tert-butyl benzyl(6-bromo-3-cyclopropylimidazo[1,2-a]pyrazin-8-yl)carbamate C(C1=CC=CC=C1)N(C(OC(C)(C)C)=O)C=1C=2N(C=C(N1)Br)C(=CN2)C2CC2